CN1N=CC(=C1C1=CC(=CC=C1)[N+](=O)[O-])C(=O)O 1-methyl-5-(3-nitrophenyl)pyrazole-4-carboxylic acid